(S)-N-((S)-1-cyano-2-((R)-5,5-dimethyl-2-oxopyrrolidin-3-yl)ethyl)-2-(4-methoxy-1H-indole-2-carbonyl)-2-azaspiro[4.5]decane-3-carboxamide C(#N)[C@H](C[C@H]1C(NC(C1)(C)C)=O)NC(=O)[C@H]1N(CC2(C1)CCCCC2)C(=O)C=2NC1=CC=CC(=C1C2)OC